N1(C=NC=C1)CC=1C=C(C(=O)N2CCC3(C(C3)CNC(=O)C3=CC=4C(=CN=CC4)O3)CC2)C=CC1 N-[[6-[3-(imidazol-1-ylmethyl)benzoyl]-6-azaspiro[2.5]octan-2-yl]methyl]furo[2,3-c]pyridine-2-carboxamide